dimethyl 3,3'-dithiodipropionate C(CCSSCCC(=O)OC)(=O)OC